4-(4-acryloylpiperazin-1-yl)-7-(3-amino-4,5-difluorophenyl)-6-chloro-1-(2-isopropyl-4-methylpyridin-3-yl)-2-oxo-1,2-dihydro-1,8-naphthyridine-3-carbonitrile C(C=C)(=O)N1CCN(CC1)C1=C(C(N(C2=NC(=C(C=C12)Cl)C1=CC(=C(C(=C1)F)F)N)C=1C(=NC=CC1C)C(C)C)=O)C#N